11-((tert-butyldimethylsilyl)oxy)undecan-1-ol [Si](C)(C)(C(C)(C)C)OCCCCCCCCCCCO